iron-nickel-chromium alloyl-copper C(C=C)(=O)[Cu].[Cr].[Ni].[Fe]